dodecyl-hydroxypropyl-dihydroxyethyl-methyl-ammonium C(CCCCCCCCCCC)[N+](C)(CC(O)O)CCCO